NC[C@H]1C([C@H]1CO)(F)F |o1:2,4| ((1R*,3S*)-3-(aminomethyl)-2,2-difluorocyclopropyl)methanol